6-benzyl 2-ethyl 4,5-dihydro-1H-pyrrolo[2,3-c]pyridine-2,6(7H)-dicarboxylate N1C(=CC2=C1CN(CC2)C(=O)OCC2=CC=CC=C2)C(=O)OCC